methyl 1-(2-methoxy-4-(methoxycarbonyl)benzyl)-4-nitro-1H-pyrazole-5-carboxylate COC1=C(CN2N=CC(=C2C(=O)OC)[N+](=O)[O-])C=CC(=C1)C(=O)OC